OC[C@H]1N(C[C@@H]([C@H]([C@@H]1O)O)O)CCCCCCNC1=C(C=C(C=C1)C1=NC=CC=N1)C (2R,3R,4R,5S)-2-(hydroxymethyl)-1-(6-{[2-methyl-4-(pyrimidin-2-yl)phenyl]amino}hexyl)piperidine-3,4,5-triol